NC=1N=NC(=CC1N1CCC(CC1)(C(=O)N1CC2(C1)CCN(CC2)C(CN2CCC(CC2)C2=CC=C(C=C2)NC2C(NC(CC2)=O)=O)=O)C2=CC=CC=C2)C2=C(C=CC=C2)O 3-((4-(1-(2-(2-(1-(3-amino-6-(2-hydroxyphenyl)pyridazin-4-yl)-4-phenylpiperidine-4-carbonyl)-2,7-diazaspiro[3.5]nonan-7-yl)-2-oxoethyl)piperidin-4-yl)phenyl)amino)piperidine-2,6-dione